CC(CN1C(C=CC2=C1N=C(N=C2)N[C@@H](C)C2=CC=CC=C2)=O)(C)C 8-(2,2-Dimethylpropyl)-2-{[(1S)-1-phenylethyl]amino}pyrido[2,3-d]pyrimidin-7(8H)-on